FC(COC=1C=C(C=2N(C1)N=C1C2C=NN1)C=1C=CC(=NC1)N1C[C@H]([C@H](CC1)NC(C1=C(C=CC=C1F)F)=O)O)F N-((3R,4S)-1-(5-(6-(2,2-difluoroethoxy)-1H-pyrazolo[3',4':3,4]pyrazolo[1,5-a]pyridin-4-yl)pyridin-2-yl)-3-hydroxypiperidin-4-yl)-2,6-difluorobenzamide